[Br-].[Br-].[Br-].C(C(C)C)[Ti+3] isobutyl-titanium tribromide